5-(2-bromoethoxy)-2-methanesulfonyl-1,3-dimethylbenzene BrCCOC=1C=C(C(=C(C1)C)S(=O)(=O)C)C